C(C)(C)(C)OC(=O)N1CCC(CC1)OC1=CC=NC2=C(C=CC=C12)C#N 4-((8-Cyanoquinolin-4-yl)oxy)piperidine-1-carboxylic acid tert-butyl ester